(2S,5R)-2-(N-(cyclopentylsulfonyl) carbamimidoyl)-7-oxo-1,6-diazabicyclo[3.2.1]octan-6-yl hydrogen sulfate S(=O)(=O)(ON1[C@@H]2CC[C@H](N(C1=O)C2)C(NS(=O)(=O)C2CCCC2)=N)O